FC=1C=NC=CC1N1CCC(CC1)NC1=C2C(=NC3=CC(=C(N=C13)OC)COCCN1CCCC1)CCC2 1-(3-fluoropyridin-4-yl)-N-(2-methoxy-3-{[2-(pyrrolidin-1-yl)ethoxy]methyl}-6H,7H,8H-cyclopenta[b]1,5-naphthyridin-9-yl)piperidin-4-amine